ClC1=CC(=C(C=C1)S(=O)(=O)N[C@H](CN(C)C)C1=CC(=C(C=C1)Cl)Cl)F (S)-4-chloro-N-(1-(3,4-dichlorophenyl)-2-(dimethylamino)ethyl)-2-fluorobenzenesulfonamide